allyl-N-(6-((2-amino-3-chloropyridin-4-yl)oxy)pyridin-3-yl)-5-(4-fluorophenyl)-4-oxo-1,4-dihydropyridazine-3-carboxamide C(C=C)N1N=C(C(C(=C1)C1=CC=C(C=C1)F)=O)C(=O)NC=1C=NC(=CC1)OC1=C(C(=NC=C1)N)Cl